2-methoxy-5-morpholinobenzenesulfonamide COC1=C(C=C(C=C1)N1CCOCC1)S(=O)(=O)N